ClC=1C=C2CCC(C2=CC1)C1=NC=C(C=C1N)F (5-chloro-2,3-dihydro-1H-inden-1-yl)-5-fluoro-3-pyridinamine